1-(5-hydroxy-2-nitrobenzyl)-7,11-diazatricyclo[7.3.1.0~2,7~]trideca-2,4-dien-6-one OC=1C=CC(=C(CC23C4=CC=CC(N4CC(CNC2)C3)=O)C1)[N+](=O)[O-]